ClC=1C=C(C=CC1OCC1=NC=CC=C1)NC1=C2C(=NC=N1)NN=C2NC2CN(C2)C(C=C)=O 1-(3-((4-((3-chloro-4-(pyridin-2-ylmethoxy)phenyl)amino)-1H-pyrazolo[3,4-d]pyrimidin-3-yl)amino)azetidin-1-yl)prop-2-en-1-one